(3R)-3-{[8-cyclopropyl-2-(4-methoxyphenyl)[1,2,4]triazolo[1,5-c]quinazolin-5-yl]amino}azepan-2-one C1(CC1)C=1C=CC=2C=3N(C(=NC2C1)N[C@H]1C(NCCCC1)=O)N=C(N3)C3=CC=C(C=C3)OC